4-((3-(2-(tert-butyl)phenyl)-2,4-dioxo-3,4-dihydroquinazolin-1(2H)-yl)methyl)-N-hydroxybenzamide C(C)(C)(C)C1=C(C=CC=C1)N1C(N(C2=CC=CC=C2C1=O)CC1=CC=C(C(=O)NO)C=C1)=O